COC=1C=C(C(=O)NC2=C(C(=O)NCCN3CCN(CC3)C)C=CC=C2)C=CC1 2-(3-methoxybenzamido)-N-(2-(4-methylpiperazin-1-yl)ethyl)benzamide